N-[(1R)-2-(2-dimethylaminoethylamino)-1-methyl-2-oxo-ethyl]carbamic acid tert-butyl ester C(C)(C)(C)OC(N[C@@H](C(=O)NCCN(C)C)C)=O